C(C)S(=O)(=O)C1=C(N=C(N1C)C1=CC=C(C=C1)C1(CC1)C(F)(F)F)C1=NC2=C(N1C)C=C1C(=C2)OC(C(O1)(F)F)(F)F 2-[5-(Ethylsulfonyl)-1-methyl-2-{4-[1-(trifluoromethyl)cyclopropyl]phenyl}-1H-imidazol-4-yl]-6,6,7,7-tetrafluoro-1-methyl-6,7-dihydro-1H-[1,4]dioxino[2,3-f]benzimidazol